ClC1=C(C=CC=C1)C(C1=C(C=C(C(=C1)Cl)C)O)=O 2',5-dichloro-2-hydroxy-4-methylbenzophenone